NC1=CC=C(C(=N1)F)C1=CN=C(N1)[C@H]1CC2(C3=CC(=CC(N13)=O)C1=C(C=CC(=C1)Cl)N1N=NN=C1)CC2 |o1:13| (R*)-3'-(5-(6-Amino-2-fluoropyridin-3-yl)-1H-imidazol-2-yl)-7'-(5-chloro-2-(1H-tetrazol-1-yl)phenyl)-2',3'-dihydro-5'H-spiro[cyclopropane-1,1'-indolizin]-5'-one